4-[(isopropylamino)sulfonyl]benzoic acid C(C)(C)NS(=O)(=O)C1=CC=C(C(=O)O)C=C1